(1R,3R)-5-(2-((1R,3aS,7aR,E)-7a-methyl-1-((R)-4-morpholinobutan-2-yl)octahydro-4H-indene-4-ylidene)ethylidene)cyclohexane-1,3-diol C[C@@]12CCC/C(/[C@@H]2CC[C@@H]1[C@H](C)CCN1CCOCC1)=C\C=C1C[C@H](C[C@@H](C1)O)O